4-{6-[2-(5,7-Difluoro-2,4-dimethyl-indol-1-yl)-ethylamino]-pyrimidin-4-yl}-2-ethoxybenzoic acid FC=1C(=C2C=C(N(C2=C(C1)F)CCNC1=CC(=NC=N1)C1=CC(=C(C(=O)O)C=C1)OCC)C)C